C1(=C(C=CC=C1)C1=C(C2=C(OC3=C2C=CC=C3)C=C1)C1=C(C=CC=C1)C1=CC=CC=3C2=CC=CC=C2C2=CC=CC=C2C13)C1=CC=CC=C1 (biphenylyl)[(triphenyleneyl)phenyl]dibenzofuran